1-bromo-3-(2-methoxyethoxy)-5-nitrobenzene BrC1=CC(=CC(=C1)[N+](=O)[O-])OCCOC